COC1=C(C=C(C=C1)[C@@H](C)NC(C1=C(C=CC(=C1)N1CCNCC1)C)=O)C=1C=NN(C1)C N-[(1R)-1-[4-Methoxy-3-(1-methylpyrazol-4-yl)phenyl]ethyl]-2-methyl-5-piperazin-1-yl-benzamide